tert-butyl (trans-4-(2-(4-(benzo[b]thiophen-4-yl)piperazin-1-yl)ethyl)cyclohexyl)carbamate S1C2=C(C=C1)C(=CC=C2)N2CCN(CC2)CC[C@@H]2CC[C@H](CC2)NC(OC(C)(C)C)=O